2-Hydroxy-3-[2-(5-methyl-4-oxo-2-phenyl-thiazolidin-3-yl)-ethoxy]-propyl methacrylate C(C(=C)C)(=O)OCC(COCCN1C(SC(C1=O)C)C1=CC=CC=C1)O